Di((9Z,12Z)-octadeca-9,12-dien-1-yl) 2-((4-(dimethylamino)butanoyl)oxy)pentanedioate CN(CCCC(=O)OC(C(=O)OCCCCCCCC\C=C/C\C=C/CCCCC)CCC(=O)OCCCCCCCC\C=C/C\C=C/CCCCC)C